2,5-Dinitrobenzonitrile [N+](=O)([O-])C1=C(C#N)C=C(C=C1)[N+](=O)[O-]